N1C[C@@H](CC1)N1C[C@H](CCC1)O (S)-1-((R)-Pyrrolidin-3-yl)piperidin-3-ol